4-[[2-(5-Chloro-2-hydroxy-phenyl)acetyl]amino]-N-(1-cyano-1-methyl-ethyl)pyridine-2-carboxamide ClC=1C=CC(=C(C1)CC(=O)NC1=CC(=NC=C1)C(=O)NC(C)(C)C#N)O